C(C(=C)C)(=O)OC(C(C=C)OC(C(=C)C)=O)(C=C)C=C trivinyl-ethylene glycol dimethacrylate